1-(4-(((6-(3-(5-(4-(((1-Acetylpiperidin-4-yl)amino)methyl)-3-methoxyphenyl)-4-chloropyridin-3-yl)-2-chlorophenyl)-2-methoxypyridin-3-yl)methyl)amino)piperidin-1-yl)ethan-1-one C(C)(=O)N1CCC(CC1)NCC1=C(C=C(C=C1)C=1C(=C(C=NC1)C=1C(=C(C=CC1)C1=CC=C(C(=N1)OC)CNC1CCN(CC1)C(C)=O)Cl)Cl)OC